2-(pyridin-2-yl)-7H-pyrrolo[3,2-e][1,2,4]Triazolo[1,5-c]Pyrimidin-8-ylFormate N1=C(C=CC=C1)C1=NN2C=NC3=C(C2=N1)C=C(N3)C(=O)[O-]